N1C[C@H](CC1)NC(C1=CC=CC=C1)=O N-((S)-pyrrolidin-3-yl)benzamide